F[C@H](C)[C@@H]1N(C(CC1)=O)C(=O)OC(C)(C)C tert-butyl (R)-2-((R)-1-fluoroethyl)-5-oxopyrrolidine-1-carboxylate